S(=O)(=O)([O-])[O-].[Fe](Cl)(Cl)Cl.[Al+3].S(=O)(=O)([O-])[O-].S(=O)(=O)([O-])[O-].[Al+3] aluminum iron(III) chloride sulfate